2-{[(3S)-1-(cyclopropylmethyl)pyrrolidin-3-yl]oxy}-6-fluoroaniline C1(CC1)CN1C[C@H](CC1)OC1=C(N)C(=CC=C1)F